tert-Butyl 2-bromo-3-fluorobenzylcarbamate BrC1=C(CNC(OC(C)(C)C)=O)C=CC=C1F